1-(2,4-difluoro-3-(3-(pyrrolidin-1-yl)quinoxaline-6-carbonyl)phenyl)-3-(4-fluorophenyl)urea FC1=C(C=CC(=C1C(=O)C=1C=C2N=C(C=NC2=CC1)N1CCCC1)F)NC(=O)NC1=CC=C(C=C1)F